N-(1'-(3-(cyclopentyl-(hydroxy)methyl)benzoyl)spiro[cyclohexane-1,3'-indolin]-5'-yl)methanesulfonamide C1(CCCC1)C(C=1C=C(C(=O)N2CC3(C4=CC(=CC=C24)NS(=O)(=O)C)CCCCC3)C=CC1)O